6-(azetidin-1-yl)pyridin-2-ol N1(CCC1)C1=CC=CC(=N1)O